ClC1=CC(=NC2=CC=CC=C12)C(F)(F)F 4-chloro-2-(trifluoromethyl)quinoline